tert-butyl (2R)-4-[4-[2-chloro-4-[[3-[4-(cyanomethoxy)-2,3-difluoro-phenyl]imidazo[1,2-a]pyrazin-8-yl] amino] benzoyl]piperazine-1-carbonyl]-2-(hydroxymethyl)piperazine-1-carboxylate ClC1=C(C(=O)N2CCN(CC2)C(=O)N2C[C@@H](N(CC2)C(=O)OC(C)(C)C)CO)C=CC(=C1)NC=1C=2N(C=CN1)C(=CN2)C2=C(C(=C(C=C2)OCC#N)F)F